dibenzooxy(sulfur) C(C1=CC=CC=C1)OSOCC1=CC=CC=C1